OC=1C=C(\C=C/2\C(C(=C(S2)NC2=CC=CC=C2)C(=O)OCC)=O)C=CC1OCCNC(CN(C(CN(C(CNC(OC(C)(C)C)=O)=O)C)=O)C)=O Ethyl (Z)-5-(3-hydroxy-4-((2,2,8,11-tetramethyl-4,7,10,13-tetraoxo-3-oxa-5,8,11,14-tetraazahexadecan-16-yl)oxy)benzylidene)-4-oxo-2-(phenylamino)-4,5-dihydrothiophene-3-carboxylate